(5R)-5-methyl-2-(1-methylsulfonylpiperidin-4-yl)-6,7-dihydro-5H-pyrazolo[5,1-b][1,3]oxazine-3-carboxylic acid C[C@@H]1CCN2C(O1)=C(C(=N2)C2CCN(CC2)S(=O)(=O)C)C(=O)O